6-(2,6-difluoro-4-(6-methoxy-2-methyl-2H-indazol-4-yl)benzyl)-6,7-dihydro-5H-pyrrolo[3,4-b]pyridin-5-one-7,7-d2 FC1=C(CN2C(C3=NC=CC=C3C2=O)([2H])[2H])C(=CC(=C1)C=1C2=CN(N=C2C=C(C1)OC)C)F